O1COC2=C1C=CC(=C2)C=2C(=NN(C2C(=O)O)C=2SC(=C(N2)C2=CC(=C(C=C2)Cl)Cl)SC(C)C)C 4-(benzo[d][1,3]dioxol-5-yl)-1-(4-(3,4-dichlorophenyl)-5-(isopropylthio)thiazol-2-yl)-3-methyl-1H-pyrazole-5-carboxylic acid